4-Cyclopropoxypyridin-3-amine C1(CC1)OC1=C(C=NC=C1)N